FC1=NN(C=C1C1=NC=CC(=N1)NC=1N=CC2=C(C=CC(=C2C1)C(C)C)N[C@@H]([C@H](C)CS(=O)(=O)C)C)CCO 2-(3-fluoro-4-(4-((5-isopropyl-8-((2R,3S)-2-methyl-3-((methanesulfonyl)methyl)azabut-1-yl)isoquinolin-3-yl)amino)pyrimidin-2-yl)-1H-pyrazol-1-yl)ethanol